ClC1=NC(=NC(=C1)OC1CCC(CC1)C(F)(F)F)SC.[Ar] argon rel-4-chloro-2-(methylsulfanyl)-6-{[(1r,4r)-4-(trifluoromethyl)cyclohexyl]oxy}pyrimidine